(2S,3R,4S,5R)-tetrahydro-2H-pyran-2,3,4,5-tetrayl tetrakis(3-((3-((3,4-dihydroxy-5-((3,4,5-trihydroxybenzoyl) oxy) benzoyl) oxy)-4,5-dihydroxybenzoyl) oxy)-4,5-dihydroxybenzoate) OC=1C=C(C(=O)OC=2C=C(C(=O)OC=3C=C(C(=O)O[C@@H]4OC[C@H]([C@@H]([C@H]4OC(C4=CC(=C(C(=C4)O)O)OC(C4=CC(=C(C(=C4)O)O)OC(C4=CC(=C(C(=C4)OC(C4=CC(=C(C(=C4)O)O)O)=O)O)O)=O)=O)=O)OC(C4=CC(=C(C(=C4)O)O)OC(C4=CC(=C(C(=C4)O)O)OC(C4=CC(=C(C(=C4)OC(C4=CC(=C(C(=C4)O)O)O)=O)O)O)=O)=O)=O)OC(C4=CC(=C(C(=C4)O)O)OC(C4=CC(=C(C(=C4)O)O)OC(C4=CC(=C(C(=C4)OC(C4=CC(=C(C(=C4)O)O)O)=O)O)O)=O)=O)=O)C=C(C3O)O)C=C(C2O)O)C=C(C1O)OC(C1=CC(=C(C(=C1)O)O)O)=O